2-(4-(4-hydroxy-3-isopropylbenzyl)-3,5-dimethylphenoxy)-N-(2-(methylsulfonylamino)ethyl)acetamide behenyl-acetate C(CCCCCCCCCCCCCCCCCCCCC)CC(=O)O.OC1=C(C=C(CC2=C(C=C(OCC(=O)NCCNS(=O)(=O)C)C=C2C)C)C=C1)C(C)C